FC1=C(C(=CC(=C1)[N+](=O)[O-])F)N1C[C@@H](N[C@@H](C1)C)C (3S,5R)-1-(2,6-difluoro-4-nitrophenyl)-3,5-dimethylpiperazine